BrC=1C(=NC=C(C1)Cl)C(OCC(=O)O)([2H])[2H] 2-((3-bromo-5-chloropyridin-2-yl)methoxy-d2)acetic acid